C1(=CC=CC=C1)S(=O)(=O)OCCOCCOCCC(=O)N1CCN(CC1)CC1=CC=C(C=C1)CNC1=C2CN(C(C2=CC=C1)=O)C1C(NC(CC1)=O)=O 2-(2-(3-(4-(4-(((2-(2,6-dioxopiperidin-3-yl)-1-oxoisoindolin-4-yl)amino)methyl)benzyl)piperazin-1-yl)-3-oxopropoxy)ethoxy)ethyl benzenesulfonate